CN1CCC(CC1)(C1=NN=C(N1)C1=CC=NC=C1)NC=1C=C(C(=O)N[C@H](C)C2=CC=C(OCCCCCCOCCOCCOCCCCCC(=O)OC)C=C2)C=CC1 (R)-methyl 6-(2-(2-(6-(4-(1-(3-(1-methyl-4-(5-(pyridin-4-yl)-4H-1,2,4-triazol-3-yl)piperidin-4-ylamino)benzamido)ethyl)phenoxy)hexyloxy)ethoxy)ethoxy)hexanoate